CN(CCC(=O)NC12CCC(CC1)(CC2)CN2N=C(C=1CN(CCC12)C=1C2=C(N=C(N1)C)C(=NN2C)C)C)C 3-(dimethylamino)-N-(4-((3-methyl-5-(1,3,5-trimethyl-1H-pyrazolo[4,3-d]pyrimidin-7-yl)-4,5,6,7-tetrahydro-1H-pyrazolo[4,3-c]pyridin-1-yl)methyl)bicyclo[2.2.2]octan-1-yl)propanamide